OCCC[N+]1=CC(=CC=C1)CCCO 1,3-bis(3-hydroxypropyl)pyridinium